[N-[4-amino-5-[6-(difluoromethoxy)pyridine-3-carbonyl]thiazol-2-yl]-4-(difluoromethoxy)-3-fluoro-anilino]propanamide NC=1N=C(SC1C(=O)C=1C=NC(=CC1)OC(F)F)N(C1=CC(=C(C=C1)OC(F)F)F)C(C(=O)N)C